OCCC(C)(C)C1=CC=C(C=C1C=C)C=C 2-(4-hydroxy-2-methylbutan-2-yl)-3,5-divinylbenzene